dimethyl-(2-acryloyloxyethyl)(4-phosphonobutyl)ammonium C[N+](CCCCP(=O)(O)O)(CCOC(C=C)=O)C